(Z)-5-((Z)-2-oxoindoline-3-ylidene)-3-phenyl-2-(phenylimino)thiazolidin-4-one O=C\1NC2=CC=CC=C2/C1=C/1\C(N(/C(/S1)=N/C1=CC=CC=C1)C1=CC=CC=C1)=O